3-(4-bromophenyl)-1-phenylpropan-2-yn-1-one-O-methyl oxime CON=C(C#CC1=CC=C(C=C1)Br)C1=CC=CC=C1